5-(3-(hydroxymethyl)phenyl)-2-oxo-6-(trifluoromethyl)-1,2-dihydropyridine-3-carboxamide OCC=1C=C(C=CC1)C=1C=C(C(NC1C(F)(F)F)=O)C(=O)N